COC(=O)C=1N(N=C(C1)[N+](=O)[O-])CCOC1OCCCC1 5-Nitro-2-(2-tetrahydropyran-2-yloxyethyl)pyrazole-3-carboxylic acid methyl ester